Cl.N1CCC(CC1)C=1C=C(C=CC1)NN1C(CCCC1=O)=O ((3-(piperidin-4-yl)phenyl)amino)piperidine-2,6-dione hydrochloride